F[C@@H]1CN(C[C@H]1O)C1=C(C=C(C=C1)C(F)(F)F)NS(=O)(=O)C=1C=C(C(=O)O)C=CC1OC 3-(N-(2-(trans-3-fluoro-4-hydroxypyrrolidin-1-yl)-5-(trifluoromethyl)phenyl)sulfamoyl)-4-methoxybenzoic acid